FC(C(=O)O)(F)F.CC=1C=NN(C1C1CCNCC1)C1COC1 4-(4-methyl-1-(oxetan-3-yl)-1H-pyrazol-5-yl)piperidine 2,2,2-trifluoroacetate